ClC1=CC=C(CN2[C@]3(CCN(C3)C(=O)C3COC3)C(N(CC2=O)C2=C(C=C(C#N)C=C2)F)=O)C=C1 (S)-4-(6-(4-chlorobenzyl)-2-(oxetane-3-carbonyl)-7,10-dioxo-2,6,9-triazaspiro[4.5]decan-9-yl)-3-fluorobenzonitrile